[3-(3-bicyclo[4.2.0]octa-1,3,5-trienyl)-3,4,6,7,9,9a-hexahydro-1H-pyrazino[2,1-c][1,4]oxazin-8-yl]-(2-chloro-3-methoxy-phenyl)methanone C12=CC(=CC=C2CC1)C1CN2C(CO1)CN(CC2)C(=O)C2=C(C(=CC=C2)OC)Cl